ClC=1C(=C(C=CC1F)[C@H](NC(=O)[C@H]1NC(NC1)=O)C1=CN=C(S1)OC(F)F)F (S)-N-((S)-(3-chloro-2,4-difluorophenyl)(2-(difluoromethoxy)thiazol-5-yl)methyl)-2-oxoimidazolidine-4-carboxamide